3-[(4-bromophenyl)methyl]oxadiazol-3-ium-5-amine BrC1=CC=C(C=C1)C[N+]1=NOC(=C1)N